ethyl (Z)-3-((3-butyl-7-(methylthio)-1,1-dioxido-5-phenyl-2,3,4,5-tetrahydro-1,5-benzothiazepin-8-yl) oxy)-2-fluoroacrylate C(CCC)C1CS(C2=C(N(C1)C1=CC=CC=C1)C=C(C(=C2)O\C=C(\C(=O)OCC)/F)SC)(=O)=O